2-hexyldecyl stearate C(CCCCCCCCCCCCCCCCC)(=O)OCC(CCCCCCCC)CCCCCC